C(C)(C)(C)OP(=O)(OC(C)(C)C)OCOC(N(C)CCO)=O.C(#N)[C@H]1N(CSC1)C(CNC(=O)C1=CC=NC2=CC=C(C=C12)CC1=CC(=NN1C)C)=O (R)-N-(2-(4-cyanothiazolidin-3-yl)-2-oxoethyl)-6-((1,3-dimethyl-1H-pyrazol-5-yl)-methyl)quinoline-4-carboxamide ((di-tert-butoxyphosphoryl)oxy)methyl-(2-hydroxyethyl)(methyl)carbamate